C1(=CC=CC=C1)SCC(=O)NC1=C(C2=C(S1)CCC2)C(=O)N 2-[2-(phenylsulfanyl)acetamido]-4H,5H,6H-cyclopenta[b]thiophene-3-carboxamide